ClC1=CC(=C(C=C1Cl)N(C(=O)C1C2CCC1CC=1N(C(C=CC12)=O)C)C)F (±)-N-(4,5-dichloro-2-fluorophenyl)-N,1-dimethyl-2-oxo-2,5,6,7,8,9-hexahydro-1H-5,8-methano-cyclohepta[b]pyridine-10-carboxamide